C(C)N1C[C@@H](CCC1)NC=1C(N(C(=NN1)C=1C(=C2CCCC2=CC1COC)O)C)=O 6-[[(3R)-1-Ethyl-3-piperidyl]amino]-3-[4-hydroxy-6-(methoxymethyl)indan-5-yl]-4-methyl-1,2,4-triazin-5-one